FC1(CC[C@@H](N(C1)S(=O)(=O)C1=C(C=CC(=C1)NC1=NC=CC(=C1)OC(F)(F)F)C)CNC(C)=O)F (R)-N-((5,5-Difluoro-1-((2-methyl-5-((4-(trifluoromethoxy)pyridin-2-yl)amino)phenyl)sulfonyl)piperidin-2-yl)methyl)acetamide